ClC1=CC=2C3=C(C(=NC2C(=C1C1=CC(=CC2=CC=CC=C12)O)F)OCC1=CC=NN1C)N=CN3C3CCN(CC3)C(C=C)=O 1-(4-(8-chloro-6-fluoro-7-(3-hydroxynaphthalen-1-yl)-4-((1-methyl-1H-pyrazol-5-yl)-methoxy)-1H-imidazo[4,5-c]quinolin-1-yl)piperidin-1-yl)prop-2-en-1-one